(R)-(2-(3-(2-(4-(4-fluorophenyl)piperazin-1-yl)ethyl)-1-oxo-2,8-diazaspiro[4.5]decan-8-yl)-2-oxoethyl)carbamic acid tert-butyl ester C(C)(C)(C)OC(NCC(=O)N1CCC2(C[C@@H](NC2=O)CCN2CCN(CC2)C2=CC=C(C=C2)F)CC1)=O